NC=1C=C(C=CC1NC1=CC=CC=C1)C(C(F)(F)F)(C(F)(F)F)C1=CC(=C(C=C1)NC1=CC=CC=C1)N 2,2-bis(3-amino-4-anilinophenyl)hexafluoropropane